4-(6-bromo-4-methoxy-1,3-benzothiazol-2-yl)-3,6-dihydro-2H-pyridine-1-carboxylic acid tert-butyl ester C(C)(C)(C)OC(=O)N1CCC(=CC1)C=1SC2=C(N1)C(=CC(=C2)Br)OC